C(C=C)N1C(=NN(C1=O)C1=NC(=C(C(=O)OC(C)C)C=C1F)O[C@H](C(F)(F)F)C)CF Isopropyl (S)-6-(4-allyl-3-(fluoromethyl)-5-oxo-4,5-dihydro-1H-1,2,4-triazol-1-yl)-5-fluoro-2-((1,1,1-trifluoropropan-2-yl)oxy)nicotinate